N-(2-(pyridine-3-yl)thieno[3,2-c]pyridine-4-yl)cyclopropyl-formamide N1=CC(=CC=C1)C1=CC=2C(=NC=CC2S1)N(C=O)C1CC1